C(C1=CC=CC=C1)NC1=C(C=C(C=C1)S(=O)(=O)NC)C#N 4-(benzylamino)-3-cyano-N-methyl-benzenesulfonamide